C(OCOC1=CC=CN2N([C@H]3N(C=C21)CCOC3)[C@H](C3=C(C=CC=C3)SC)C3=CC(=C(C=C3)F)F)(OC)=O ({(12aR)-12-[(S)-(3,4-difluorophenyl)(2-methylsulfanylphenyl)methyl]-3,4,12,12a-tetrahydro-1H-[1,4]oxazino[3,4-c]pyrido[2,1-f][1,2,4]triazin-7-yl}oxy)methyl methyl carbonate